N1CC(C1)C1=CC=C(C=C1)N1N=C(C=C1C1CC1)C(F)F 1-[4-(azetidin-3-yl)phenyl]-5-cyclopropyl-3-(difluoromethyl)pyrazole